C(C)C(C(CO)C)CCC 3-ethyl-2-methyl-1-hexanol